gamma-(2-cyano-benzyl)-proline C(#N)C1=C(CC2C[C@H](NC2)C(=O)O)C=CC=C1